1-(4-((6-(1-methyl-1H-pyrazol-4-yl)pyrazolo[1,5-a]pyrazin-4-yl)oxy)piperidin-1-yl)prop-2-en-1-one CN1N=CC(=C1)C=1N=C(C=2N(C1)N=CC2)OC2CCN(CC2)C(C=C)=O